(2R)-2-(3-(dimethylamino)-2,5-dioxopyrrolidin-1-yl)-N-(2-fluorobenzyl)propionamide hydrochloride Cl.CN(C1C(N(C(C1)=O)[C@@H](C(=O)NCC1=C(C=CC=C1)F)C)=O)C